3a,8a-dihydro-8H-indeno[1,2-d]oxazol O1C=NC2C1CC=1C=CC=CC12